N(=[N+]=[N-])C(C)(C)C=1C=C(C=C2C(N(C(=NC12)N1CCOCC1)C)=O)C 8-(1-azido-1-methyl-ethyl)-3,6-dimethyl-2-morpholino-quinazolin-4-one